BrC=1C=CC2=C(NC(S2)=O)C1 5-bromo-3H-1,3-benzothiazol-2-one